ClC1=NC(=NC=C1C(F)(F)F)NC1CCN(CC1)C(=O)OC(C)(C)C tert-Butyl 4-((4-chloro-5-(trifluoromethyl)pyrimidin-2-yl)amino)piperidine-1-carboxylate